1H-benzimidazole-4-carboxamide N1C=NC2=C1C=CC=C2C(=O)N